3-bromo-6-methyl-2-piperazin-1-yl-quinoline BrC=1C(=NC2=CC=C(C=C2C1)C)N1CCNCC1